4-(2,6-bis(benzyloxy)pyridin-3-yl)-5-fluoro-2,3-dihydrobenzofuran-7-amine C(C1=CC=CC=C1)OC1=NC(=CC=C1C1=C(C=C(C2=C1CCO2)N)F)OCC2=CC=CC=C2